Methyl pyrrolo[1,2-a]pyrazine-8-carboxylate C=1C=2N(C=CN1)C=CC2C(=O)OC